(4'-(1,1,1,3,3,3-hexafluoro-2-hydroxypropan-2-yl)-2-methyl-[1,1'-biphenyl-4-yl]methyl)-4-(pyridin-4-ylmethyl)piperazine-2-carboxylate FC(C(C(F)(F)F)(O)C1=CC=C(C=C1)C1=C(C=C(C=C1)COC(=O)C1NCCN(C1)CC1=CC=NC=C1)C)(F)F